1-(4-(6-chloro-7-(5-methyl-1H-indazol-4-yl)quinazolin-4-yl)piperazin-1-yl)prop-2-en-1-one ClC=1C=C2C(=NC=NC2=CC1C1=C2C=NNC2=CC=C1C)N1CCN(CC1)C(C=C)=O